C1(CC1)C=1N=NN(C1CO[C@H]1[C@@H]2CN([C@H](C1)C2)C(=O)OCC2=CC=CC=C2)C2=C(C=CC=C2Cl)Cl benzyl (1S,4S,5R)-5-[[4-cyclopropyl-1-(2,6-dichlorophenyl)-1H-1,2,3-triazol-5-yl]methoxy]-2-azabicyclo[2.2.1]heptane-2-carboxylate